2-((tert-Butoxycarbonyl)(2-methyl-5-(trifluoromethyl)phenyl)amino)oxazole-4-carboxylic acid ethyl ester C(C)OC(=O)C=1N=C(OC1)N(C1=C(C=CC(=C1)C(F)(F)F)C)C(=O)OC(C)(C)C